Cl.CS(=O)(=O)C=1C=C(C=CC1)C1CCN(CC1)CCC 4-(3-(methylsulfonyl)phenyl)-1-propylpiperidine hydrochloride salt